O=C1NC(CCC1N1C(N(C2=C1C=CC(=C2)N2N=CC(=C2)CC(=O)NC2=CC1=CC(=C(C(=C1C=C2)F)N2S(NC(C2)=O)(=O)=O)O)C)=O)=O 2-[1-[1-(2,6-dioxo-3-piperidyl)-3-methyl-2-oxo-benzimidazol-5-yl]pyrazol-4-yl]-N-[5-fluoro-7-hydroxy-6-(1,1,4-trioxo-1,2,5-thiadiazolidin-2-yl)-2-naphthyl]acetamide